FC(OC=1C=C(C=CC1)C1=NN(C=2C[C@@H](CCC12)C(=O)NCCS(NC)(=O)=O)C(C)C)F (R)-3-(3-(difluoromethoxy)phenyl)-1-isopropyl-N-(2-(N-methylsulfamoyl)ethyl)-4,5,6,7-tetrahydro-1H-indazole-6-carboxamide